[N+](=O)([O-])C1=NN(C=C1)[C@H](C(=O)OC)C (S)-Methyl 2-(3-nitro-1H-pyrazol-1-yl)propanoate